3,5-dibromo-D-tyrosine methyl ester COC([C@H](N)CC1=CC(=C(C(=C1)Br)O)Br)=O